C(C)C=1C(=C2C=C(C(=CN2C1)C)C(=O)O)C=1C=C2C=CNC2=C(C1)C#N.CC1=CC=C(CNC2=C(C(=O)N)C=CC=C2)C=C1 2-((4-methylbenzyl)amino)benzamide Ethyl-(7-cyanoindol-5-yl)-6-methylindolizine-7-carboxylate